3-[[4-[(2R)-3-(3,4-dihydro-1H-isoquinolin-2-yl)-2-hydroxy-propyl]-5-oxo-2,3-dihydro-1,4-benzoxazepin-8-yl]oxy]azetidine-1-carboxylic acid methyl ester COC(=O)N1CC(C1)OC1=CC2=C(C(N(CCO2)C[C@@H](CN2CC3=CC=CC=C3CC2)O)=O)C=C1